COCCC(C)(C)NC(=O)[C@H]1CN(CC[C@@H]1NC(=O)C1=NOC(=C1)C1=C(C=C(C=C1)F)F)C1CCCCC1 (3S,4S)-1-Cyclohexyl-4-{[5-(2,4-difluoro-phenyl)-isoxazole-3-carbonyl]-amino}-piperidine-3-carboxylic acid (3-methoxy-1,1-dimethyl-propyl)-amide